(9-(pyridin-2-yl)-6-oxaspiro[4.5]decane-9-yl)ethylamine N1=C(C=CC=C1)C1(CCOC2(CCCC2)C1)CCN